(R)-2-(2-(3,6-dihydro-2H-pyran-4-yl)-5-ethyl-6-(3-methylpiperazin-1-yl)-7-oxo-[1,2,4]triazolo[1,5-a]pyrimidin-4(7H)-yl)-N-(3-fluoro-2-methyl-4-(trifluoromethyl)phenyl)acetamide O1CCC(=CC1)C1=NN2C(N(C(=C(C2=O)N2C[C@H](NCC2)C)CC)CC(=O)NC2=C(C(=C(C=C2)C(F)(F)F)F)C)=N1